1,1'-[5-(1,1-dimethylethyl)-3-methyl-1,2-phenylene]dibenzoate CC(C)(C)C=1C=C(C(=C(C1)C1(C(=O)[O-])CC=CC=C1)C1(C(=O)[O-])CC=CC=C1)C